ClC1=C(SC=C1)C1=NN=C(S1)NC(=O)C1=CC(=C(C(O1)=O)OC)N[C@H]1[C@H](CCC1)O N-(5-(3-chlorothiophen-2-yl)-1,3,4-thiadiazol-2-yl)-4-(((cis)-2-hydroxycyclopentyl)amino)-3-methoxy-2-oxo-2H-pyran-6-carboxamide